C(#N)C=1C(=NC(=NC1)NC=1C(=CC(=C(C1)NC(C=C)=O)N(C)CCN(C)C)OC)C1=NN(C2=CC=CC=C12)C1CC1 N-(5-((5-Cyano-4-(1-cyclopropyl-1H-indazol-3-yl)pyrimidin-2-yl)amino)-2-((2-(dimethylamino)ethyl)(methyl)amino)-4-methoxyphenyl)acrylamide